CN(C=1C=CC=2C(C3=C(N(C2N1)CC(=O)[O-])C(=C(C=C3)C)N(C)C)=O)C.[Na+] sodium 2-(2,9-bis(dimethylamino)-8-methyl-5-oxobenzo[b][1,8]naphthyridin-10(5H)-yl)acetate